3-(6-benzyl-4-cyano-3-(((S)-1-methylpyrrolidin-2-yl)methoxy)-5,6,7,8-tetrahydro-2,6-naphthyridin-1-yl)-3,8-diazabicyclo[3.2.1]octane-8-carboxylic acid tert-butyl ester C(C)(C)(C)OC(=O)N1C2CN(CC1CC2)C2=NC(=C(C=1CN(CCC21)CC2=CC=CC=C2)C#N)OC[C@H]2N(CCC2)C